CC=1N(N=C2C1N(C(N=C2N2C[C@H](N(C[C@@H]2C)C(=O)OC(C)(C)C)C)=O)C)C2OCCCC2 tert-butyl (2R,5S)-4-(3,4-dimethyl-5-oxo-2-(tetrahydro-2H-pyran-2-yl)-4,5-dihydro-2H-pyrazolo[4,3-d]pyrimidin-7-yl)-2,5-dimethylpiperazine-1-carboxylate